(4-chlorophenyl-2,3,5,6-d4)-2-(1-methyl-1H-pyrazol-4-yl)-3-formyl-2,3-dihydropyridazine-4-carboxylic acid methyl ester COC(=O)C=1C(N(N=CC1)C=1C=NN(C1)C)(C=O)C1=C(C(=C(C(=C1[2H])[2H])Cl)[2H])[2H]